(3-(hydroxyimino)-1-phenylpropyl)(propyl)phosphinic acid ON=CCC(C1=CC=CC=C1)P(O)(=O)CCC